(3S,4R)-4-{[7-(5-tert-butylpyridin-2-yl)-5-fluoropyrrolo[2,1-f][1,2,4]triazin-2-yl]amino}oxan-3-ol C(C)(C)(C)C=1C=CC(=NC1)C1=CC(=C2C=NC(=NN21)N[C@H]2[C@@H](COCC2)O)F